C(=CC1=CC=CC=C1)C=1N=C(NC1)C=O 4-STYRYL-1H-IMIDAZOLE-2-CARBALDEHYDE